3-(2-amino-[1,2,4]triazolo[1,5-a]pyridin-7-yl)-6-chloro-N-(3-(3,5-difluorophenyl)-2,2-difluoro-3-hydroxypropyl)-2-fluorobenzamide NC1=NN2C(C=C(C=C2)C=2C(=C(C(=O)NCC(C(O)C3=CC(=CC(=C3)F)F)(F)F)C(=CC2)Cl)F)=N1